ClC1=C(C=C(N)C=C1)OC(F)(F)F 4-chloro-3-(trifluoromethoxy)aniline